N-Bocpiperidine azide [N-]=[N+]=[N-].C(=O)(OC(C)(C)C)N1CCCCC1